ClC1=CC=C(CN2C(C(C(=C2C2=CC=CC=C2)C)(C)CCCCC#N)=O)C=C1 5-(1-(4-chlorobenzyl)-3,4-dimethyl-2-oxo-5-phenyl-2,3-dihydro-1H-pyrrol-3-yl)valeronitrile